6-bromo-N-methyl-4-nitropyridin-3-amine BrC1=CC(=C(C=N1)NC)[N+](=O)[O-]